1-Butyl-3-ethylpiperidinium acetat C(C)(=O)[O-].C(CCC)[NH+]1CC(CCC1)CC